BrC1=CC=CC(=N1)N1C(OCCC1)=O 3-(6-bromopyridin-2-yl)-1,3-oxazinan-2-one